thidiazepin S1N=NC=CC=C1